ClC=1C=C(C=CC1C)C12CNCC2C1 1-(3-Chloro-4-methylphenyl)-3-azabicyclo[3.1.0]hexane